methyl 1-(3-(difluoromethoxy)phenyl)-2-oxo-3-((2-(trimethylsilyl)ethoxy)methyl)-2,3-dihydro-1H-benzo[d]imidazole-5-carboxylate FC(OC=1C=C(C=CC1)N1C(N(C2=C1C=CC(=C2)C(=O)OC)COCC[Si](C)(C)C)=O)F